3-[5-[2,2-difluoroethyl-(ethyl)amino]-2-methylpyrazol-3-yl]oxybenzonitrile FC(CN(C=1C=C(N(N1)C)OC=1C=C(C#N)C=CC1)CC)F